C(C)N1C[C@@H](CCC1)NC=1OC=2C(=NC(=CC2)C2=C(C=C(C=C2C)OC(F)(F)F)O)N1 2-[2-[[(3R)-1-Ethyl-3-piperidyl]amino]oxazolo[4,5-b]pyridin-5-yl]-3-methyl-5-(trifluoromethoxy)phenol